C(C)(C)(C)NS(=O)(=O)C=1C=C(C=CC1)NC(C1=C(N=C(C=C1)N1C(CCC1)(C)C)N1CCC2(CC2)CC1)=O N-(3-(N-(tert-butyl)sulfamoyl)phenyl)-6-(2,2-dimethylpyrrolidin-1-yl)-2-(6-azaspiro[2.5]octan-6-yl)nicotinamide